(S)-7-hydroxy-6-methoxy-4-methyl-3-(2-(3-methylmorpholino)-2-oxoethyl)-2-oxo-2H-chromen-8-carbaldehyde OC1=C(C=C2C(=C(C(OC2=C1C=O)=O)CC(=O)N1[C@H](COCC1)C)C)OC